N-[4-(2-methanesulfonylethyl)phenyl]-7-{8-methyl-1H,2H,3H-pyrido[2,3-b][1,4]oxazin-7-yl}-5H,6H,7H,8H-pyrido[3,4-d]pyrimidin-2-amine CS(=O)(=O)CCC1=CC=C(C=C1)NC=1N=CC2=C(N1)CN(CC2)C2=C(C1=C(OCCN1)N=C2)C